N1C(=CC2=CC=CC=C12)C(=O)OCC1=NC2=C(C(=CC(=C2C=C1)Cl)Cl)O (5,7-dichloro-8-hydroxyquinolin-2-yl)methyl 1H-indole-2-carboxylate